C(C)(C)N1N=CC=2C1=NC(=NC2)C(=O)NC2(CC2)C2=CC=C(C=C2)C2=CN=CN(C2=O)[C@@H]2COCC2 (S)-1-isopropyl-N-(1-(4-(6-oxo-1-(tetrahydrofuran-3-yl)-1,6-dihydropyrimidin-5-yl)phenyl)cyclopropyl)-1H-pyrazolo[3,4-d]pyrimidine-6-carboxamide